tert-butyl (6-amino-1-hydroxy-1,3-dihydrobenzo[c][1,2]oxaborol-7-yl)methylcarbamate NC=1C=CC2=C(B(OC2)O)C1CNC(OC(C)(C)C)=O